5-((4-Chloro-2-formyl-5-hydroxyphenoxy)methyl)nicotinonitrile ClC1=CC(=C(OCC=2C=NC=C(C#N)C2)C=C1O)C=O